5-Chloro-N-[2,4-difluoro-3-(2-[2-methylpyrazolo[4,3-b]pyridin-6-yl]ethynyl)phenyl]-2-methoxypyridine-3-sulfonamide ClC=1C=C(C(=NC1)OC)S(=O)(=O)NC1=C(C(=C(C=C1)F)C#CC1=CC=2C(N=C1)=CN(N2)C)F